ClC1=C(C=CC=C1)[C@@H]1[C@H](CCC(C1)(C)C)C(=O)N1CCC(CC1)C1(CN(C1)C(C=C)=O)F 1-(3-(1-((1S,2S)-2-(2-chlorophenyl)-4,4-dimethylcyclohexane-1-carbonyl)piperidin-4-yl)-3-fluoroazetidin-1-yl)prop-2-en-1-one